O.C(C)(=O)[O-].[Mn+3].C(C)(=O)[O-].C(C)(=O)[O-] manganese(III) acetate hydrate